2-methoxy-N-(methyl(oxo)(4-(5-(trifluoromethyl)-1,2,4-oxadiazol-3-yl)phenyl)-λ6-sulfaneylidene)benzamide COC1=C(C(=O)N=S(C2=CC=C(C=C2)C2=NOC(=N2)C(F)(F)F)(=O)C)C=CC=C1